FC1=CC2=C(C(N(N=N2)[C@H](C)[C@@](CN2N=CN=C2)(O)C2=C(C=C(C=C2)F)F)=O)C=C1 7-fluoro-3-[(2R,3R)-3-(2,4-difluorophenyl)-3-hydroxy-4-(1,2,4-triazol-1-yl)-2-butyl]1,2,3-benzotriazin-4-one